N-isopropylidene-N'-phenyl-p-phenylenediamine C(C)(C)=NC1=CC=C(C=C1)NC1=CC=CC=C1